6-methoxy-4-(3-(o-tolyl)-7,8-dihydro-1,6-naphthyridin-6(5H)-yl)quinazoline COC=1C=C2C(=NC=NC2=CC1)N1CC=2C=C(C=NC2CC1)C1=C(C=CC=C1)C